tert-butyl N-ethyl-N-[(3S)-1-[3-(1-methylpyrazol-4-yl)-1-(2-trimethylsilylethoxymethyl) pyrrolo[2,3-b]pyridin-4-yl]-3-piperidyl]carbamate C(C)N(C(OC(C)(C)C)=O)[C@@H]1CN(CCC1)C1=C2C(=NC=C1)N(C=C2C=2C=NN(C2)C)COCC[Si](C)(C)C